Cl.NCCN1C=2C(OC[C@H]1COCC1=CC=CC=C1)=CSC2C(=O)OC methyl (3R)-4-(2-aminoethyl)-3-(benzyloxymethyl)-2,3-dihydrothieno[3,4-b][1,4]oxazine-5-carboxylate Hydrochloride